di(secbutyl)phosphinoyl-Octane Methyl-(S)-3-((benzyloxy)methyl)-3,4-dihydro-2H-thieno[3,4-b][1,4]oxazine-5-carboxylate COC(=O)C=1SC=C2OC[C@@H](NC21)COCC2=CC=CC=C2.C(C)(CC)P(=O)(C(C)CC)CCCCCCCC